FC(C(=O)O)(F)F.FC=1C=C(C=CC1OC)C1=CN=C2N1C=CN=C2NC2=CC(=C(C(=O)N1CCC(CC1)C(=O)NCC1(CNCC1)O)C=C2)C 1-(4-((3-(3-fluoro-4-methoxyphenyl)imidazo[1,2-a]pyrazin-8-yl)amino)-2-methylbenzoyl)-N-((3-hydroxypyrrolidin-3-yl)methyl)piperidine-4-carboxamide 2,2,2-trifluoro-acetate